C1CCC12CNC(C2)C(=O)N[C@H](C(=O)OC)C[C@H]2C(NCC2)=O methyl (2S)-2-(6-azaspiro[3.4]octane-7-carbonylamino)-3-[(3S)-2-oxopyrrolidin-3-yl]propanoate